BrC1=CC=C(C=C1)C(Cl)Cl bromo-4-(dichloromethyl)benzene